4-hydroxypiperidine-1,2-dicarboxylic acid 1-(tert-butyl) 2-methyl ester COC(=O)C1N(CCC(C1)O)C(=O)OC(C)(C)C